NC1=NC(=CC(=N1)N1C[C@@H](CC1)N(C(OC(C)(C)C)=O)C)C1=NN(C=C1)C(F)F tert-Butyl (R)-(1-(2-amino-6-(1-(difluoromethyl)-1H-pyrazol-3-yl)pyrimidin-4-yl)pyrrolidin-3-yl)(methyl)carbamate